CC(C(=O)OCOC(CCCOC1=C(C=C(C(=C1)Cl)C=1C=NC(=CC1C#N)C(F)(F)F)C(N(C)C1=C(C=CC=C1)OC)=O)=O)(C)C 4-{5-chloro-4-(4-cyano-6-trifluoromethyl-pyridin-3-yl)-2-[(2-methoxy-phenyl)-methyl-carbamoyl]-phenoxy}-butyric acid 2,2-dimethyl-propionyloxymethyl ester